[Si](C1=CC=CC=C1)(C1=CC=CC=C1)(C(C)(C)C)OCC1CC(C1)CN(C(OC(C)(C)C)=O)C tert-butyl N-[(3-{[(tert-butyldiphenylsilyl) oxy] methyl} cyclobutyl) methyl]-N-methylcarbamate